α-aminoadipic acid-d3 NC(C(=O)O)(C(CCC(=O)O)([2H])[2H])[2H]